[N+](=O)([O-])CCC1OCCO1 2-(2-nitroethyl)-[1,3]dioxolane